2,2,2-Trifluoroethyl (S)-1,2,3,4-tetrahydroisoquinoline-3-carboxylate hydrochloride Cl.C1N[C@@H](CC2=CC=CC=C12)C(=O)OCC(F)(F)F